1-({2-[(2-hydroxypropyl)amino]ethyl}amino)propan-2-ol OC(CNCCNCC(C)O)C